methyl 3-((2,4-dioxotetrahydropyrimidin-1(2H)-yl) methyl)-4-methoxybenzoate O=C1N(CCC(N1)=O)CC=1C=C(C(=O)OC)C=CC1OC